tert-butyl (R)-3-((7-bromo-8-fluoro-2-(((2R,7aS)-2-fluorotetrahydro-1H-pyrrolizin-7a(5H)-yl)methoxy)-6-(trifluoromethoxy)quinazolin-4-yl)(methyl)amino)pyrrolidine-1-carboxylate BrC1=C(C=C2C(=NC(=NC2=C1F)OC[C@]12CCCN2C[C@@H](C1)F)N([C@H]1CN(CC1)C(=O)OC(C)(C)C)C)OC(F)(F)F